COC(C([C@H](C)O)=C)=O (S)-Methyl-3-hydroxy-2-methylenbutanoat